C(C)(C)(C)C1=C(C(C(=O)[O-])=CC(=C1)C(C)(C)C)O.[In+3].C(C)(C)(C)C1=C(C(C(=O)[O-])=CC(=C1)C(C)(C)C)O.C(C)(C)(C)C1=C(C(C(=O)[O-])=CC(=C1)C(C)(C)C)O indium 3,5-di-t-butylsalicylate